OC(CC(=O)OCC)C ethyl 3-hydroxybutyrate